(+/-)-3-(hydroxymethyl)-N7-methyl-3-phenyl-N5-(2-(piperidin-4-yl)ethyl)-2,3-dihydrobenzofuran-5,7-dicarboxamide OC[C@@]1(COC2=C1C=C(C=C2C(=O)NC)C(=O)NCCC2CCNCC2)C2=CC=CC=C2 |r|